N-Octanoyl-sphingosine C(CCCCCCC)(=O)N[C@@H](CO)[C@H](O)\C=C\CCCCCCCCCCCCC